2-((2-methoxyphenyl)amino)-8-methyl-6-phenyl-5-vinylpyrido[2,3-d]pyrimidin-7(8H)-one COC1=C(C=CC=C1)NC=1N=CC2=C(N1)N(C(C(=C2C=C)C2=CC=CC=C2)=O)C